(2,4-dimethoxy-pyrimidin-5-yl)-5-(propan-2-yl)-1H-pyrrole-3-carboxamide COC1=NC=C(C(=N1)OC)N1C=C(C=C1C(C)C)C(=O)N